CN1N=CC2=C(C=CC=C12)C(C)N 1-(1-Methyl-1H-indazol-4-yl)ethylamine